C1(=CC=CC=C1)N(C(CC)=O)CC1CCN(CC1)CCC1=CC=CC=C1 N-phenyl-N-{[1-(2-phenylethyl)piperidin-4-yl]methyl}propanamide